NC=1C=2N(C=CN1)C(=NC2C2=CC=C(C=C2)OC2=CC=CC=C2)C2CNCCC2 3-(8-amino-1-(4-phenoxyphenyl)-imidazo[1,5-a]pyrazine-3-yl)piperidine